S1CC(C=C1)=O thiophen-3-one